C(#N)C1=CC(=CC2=C1N=C(S2)N2[C@H]1CC(C[C@@H]2CC1)OCC=1C(=NOC1C1CC1)C1CCOCC1)C(=O)O 4-cyano-2-((1R,3R,5S)-3-((5-cyclopropyl-3-(tetrahydro-2H-pyran-4-yl)isoxazol-4-yl)methoxy)-8-azabicyclo[3.2.1]oct-8-yl)benzo[d]thiazole-6-carboxylic acid